2-({[(9H-fluoren-9-yl)methoxy]carbonyl}[(1-methyl-1H-indol-4-yl)methyl]amino)acetic acid C1=CC=CC=2C3=CC=CC=C3C(C12)COC(=O)N(CC(=O)O)CC1=C2C=CN(C2=CC=C1)C